[Cl-].C(C)(C)C Tert-butane chloride